di(trimethoxysilylpropyl)amine CO[Si](OC)(OC)CCCNCCC[Si](OC)(OC)OC